4-((1-Cyclopropylpiperidin-4-yl)oxy)aniline C1(CC1)N1CCC(CC1)OC1=CC=C(N)C=C1